C(C)(C)(C)OOC(C=1C(C(=O)OOC(C)(C)C)=CC=CC1)=O.ClC1=CC=C2C(=CN=CC2=C1)S(=O)(=O)NC1=NC(=C(C=C1F)OCC(F)F)OC 7-chloro-N-[5-(2,2-difluoroethoxy)-3-fluoro-6-methoxy-2-pyridinyl]isoquinoline-4-sulfonamide di-t-butyldiperoxyphthalate